2-(6-(2-(3-methylbenzylidene)hydrazinyl)-2-morpholino-9H-purin-9-yl)-1-(pyridin-4-yl)ethane-1-on CC=1C=C(C=NNC2=C3N=CN(C3=NC(=N2)N2CCOCC2)CC(=O)C2=CC=NC=C2)C=CC1